BrC1=CC2=C(C(CO2)NC)C=C1 6-bromo-N-methyl-2,3-dihydrobenzo-furan-3-amine